((2R,3S,4R,5R)-5-(4-aminopyrrolo[2,1-f][1,2,4]triazin-7-yl)-5-cyano-3,4-dihydroxytetrahydrofuran-2-yl)methyl (S)-3-amino-4-phenylbutanoate N[C@H](CC(=O)OC[C@H]1O[C@@]([C@@H]([C@@H]1O)O)(C#N)C1=CC=C2C(=NC=NN21)N)CC2=CC=CC=C2